N-(6-(2,6-difluoro-3-(3-isopropylphenylsulfonamido)phenyl)quinazolin-2-yl)pivaloamide FC1=C(C(=CC=C1NS(=O)(=O)C1=CC(=CC=C1)C(C)C)F)C=1C=C2C=NC(=NC2=CC1)NC(C(C)(C)C)=O